C(C1=CC=CC=C1)C1=C(C2=C(N=C(N=C2)NC2=CC=C(C=C2)N(C)CCN(C)C)N(C1=O)C)C=C 6-benzyl-2-((4-((2-(dimethylamino)ethyl)(methyl)amino)phenyl)amino)-8-methyl-5-vinylpyrido[2,3-d]pyrimidin-7(8H)-one